C(C)OC(=O)C=1C(=NC(=NC1)Cl)NC1CCC(CC1)(C)C#N 2-chloro-4-((4-cyano-4-methylcyclohexyl)amino)pyrimidine-5-carboxylic acid ethyl ester